(2E,3Z)-5-{[1-(4-chloro-phenyl)-1H-pyrazol-3-yl]oxy}-2-(methoxyimino)-N,3-dimethylpent-3-enamid ClC1=CC=C(C=C1)N1N=C(C=C1)OC\C=C(/C(/C(=O)NC)=N\OC)\C